5-fluoro-8-(4-fluorophenyl)-9-(1-methyl-2,4,5-imidazolintrion-3-yl)-8,9-dihydro-2H-pyrido[4,3,2-de]phthalazin-3(7H)-one FC=1C=C2C=3C(=NNC(C3C1)=O)C(C(N2)C2=CC=C(C=C2)F)N2C(N(C(C2=O)=O)C)=O